BrC=1N=NN(C1C)C1CCN(CC1)C1COC1 4-(4-bromo-5-methyl-triazol-1-yl)-1-(oxetan-3-yl)piperidine